4-(Methanesulfonyl)piperidine-1-carboxylic acid tert-butyl ester C(C)(C)(C)OC(=O)N1CCC(CC1)S(=O)(=O)C